CC1=C(C(NC(=C1)C)=O)CN1C(C=2C(=C3C(=C(C2CC1)C=1C=NC=NC1)O[C@@](O3)(C)[C@@H]3CC[C@H](CC3)N(C)C)C)=O (S)-6-((4,6-dimethyl-2-oxo-1,2-dihydropyridin-3-yl)methyl)-2-(trans-4-(dimethylamino)cyclohexyl)-2,4-dimethyl-9-(pyrimidin-5-yl)-7,8-dihydro-[1,3]dioxolo[4,5-g]isoquinolin-5(6H)-one